COC1=C(C=CC(=C1)OC)CN(C(OC(C)(C)C)=O)C1CC2=C(C=CS2)CC1 tert-butyl N-[(2,4-dimethoxyphenyl)methyl]-N-(4,5,6,7-tetrahydrobenzothiophen-6-yl)carbamate